ClC1=CC(=C(C=C1)[C@@H]1OC2=C(O1)C=CC=C2C2CCN(CC2)CC2=NC1=C(N2C[C@H]2OCC2)C=C(C=C1)C(=O)[O-])F.[NH4+] Ammonium 2-({4-[(2S)-2-(4-chloro-2-fluorophenyl)-1,3-benzodioxol-4-yl]piperidin-1-yl}methyl)-1-[(2S)-oxetan-2-ylmethyl]-1H-benzimidazole-6-carboxylate